6-(3-methyl-2-buten-1-yl)-6-(2-propen-1-yl)-1,3-benzodioxol-5(6H)-one CC(=CCC1(C(C=C2C(OCO2)=C1)=O)CC=C)C